6-((5-amino-6-(2-fluoro-6-methoxyphenyl)pyridin-2-yl)amino)-N-((1R,3R)-3-hydroxycyclopentyl)-4-((S)-3-hydroxypiperidin-1-yl)nicotinamide NC=1C=CC(=NC1C1=C(C=CC=C1OC)F)NC1=NC=C(C(=O)N[C@H]2C[C@@H](CC2)O)C(=C1)N1C[C@H](CCC1)O